tert-butyl N-methyl-N-[4-[4-[(3R)-2,6-dioxo-3-piperidyl]-2,3-dihydro-1,4-benzoxazin-8-yl]cyclohexyl]carbamate CN(C(OC(C)(C)C)=O)C1CCC(CC1)C1=CC=CC=2N(CCOC21)[C@H]2C(NC(CC2)=O)=O